2,2-bis(4-Hydroxycyclohexyl)propane tert-butyl-(2-((5,7-dichloro-8-fluoro-2-(methylthio)pyrido[4,3-d]pyrimidin-4-yl)(3-hydroxypropyl)amino)ethyl)(methyl)carbamate C(C)(C)(C)OC(N(C)CCN(CCCO)C=1C2=C(N=C(N1)SC)C(=C(N=C2Cl)Cl)F)=O.OC2CCC(CC2)C(C)(C)C2CCC(CC2)O